[4-[[3-[4-(difluoromethoxy)phenyl]imidazo[1,2-a]pyrazin-8-yl]amino]-2-methylphenyl]-[4-[(2S,4S)-4-hydroxy-4-methylpyrrolidine-2-carbonyl]piperazin-1-yl]methanone FC(OC1=CC=C(C=C1)C1=CN=C2N1C=CN=C2NC2=CC(=C(C=C2)C(=O)N2CCN(CC2)C(=O)[C@H]2NC[C@@](C2)(C)O)C)F